C(C)(C)(C)NC(CN(C=1C2=C(N=C(N1)C1=NC=CC(=C1)O[C@@H]1[C@@H](OC1)C)CCC2)C)=O N-tert-butyl-2-{methyl[2-(4-{[(2S,3S)-2-methyloxetan-3-yl]oxy}pyridin-2-yl)-5H,6H,7H-cyclopenta[d]pyrimidin-4-yl]amino}acetamide